C(C1=CC=CO1)=O anti-furfural